OC1=CC2=C(N(C(O2)=O)C)C=C1 6-hydroxy-3-methyl-2,3-dihydro-1,3-benzoxazol-2-one